Racemic-6-(3-(((tert-butyldiphenylsilyl)oxy)methyl)-4-ethyl-5-oxo-4,5-dihydro-1H-1,2,4-triazol-1-yl)-2-(2-chloro-6-fluorophenyl)-4-(prop-1-en-2-yl)-3,4-dihydroisoquinolin-1(2H)-one [Si](C1=CC=CC=C1)(C1=CC=CC=C1)(C(C)(C)C)OCC1=NN(C(N1CC)=O)C=1C=C2[C@H](CN(C(C2=CC1)=O)C1=C(C=CC=C1F)Cl)C(=C)C |r|